di-tert-butyl-(methyl)phosphonium tetrafluoroborate F[B-](F)(F)F.C(C)(C)(C)[PH+](C)C(C)(C)C